Ethyl 6,8-dichloro-octanoate ClC(CCCCC(=O)OCC)CCCl